[N+](=O)([O-])C=1C=C(COC([C@@H](NC)C)=O)C=C(C1)[N+](=O)[O-] N-methyl-L-alanine-3,5-dinitrobenzyl ester